(4aR,8aS)-6-(3-(1-Methyl-1H-indazol-5-yl)azetidin-1-carbonyl)hexahydro-2H-pyrido[4,3-b][1,4]oxazin-3(4H)-on CN1N=CC2=CC(=CC=C12)C1CN(C1)C(=O)N1C[C@@H]2[C@@H](OCC(N2)=O)CC1